ON=C1CN(C1)C1=CC(=C2C(C(=CN(C2=N1)C=1SC=CN1)C(=O)O)=O)C 7-[3-(hydroxyimino)azetidin-1-yl]-5-methyl-4-oxo-1-(1,3-thiazol-2-yl)-1,4-dihydro-1,8-naphthyridine-3-carboxylic acid